C(=O)C=1C(=C2C=C(N(C2=CC1)C(CCN1CCN(CC1)S(=O)(=O)C)C)C#N)C 5-formyl-4-methyl-1-{1-methyl-3-[4-(methylsulfonyl)piperazine-1-Yl]propyl}-1H-indole-2-carbonitrile